C(C1=CC=CC=C1)N1C(=NC2=C1C=CC=C2)C2=C(C=CC=C2)[N+](=O)[O-] 1-benzyl-2-(2-nitrophenyl)-benzo[d]imidazole